(S)-4-(cyclopropylamino)-2-((3-methoxy-2,3,4,5-tetrahydro-benzo[b][1,4]oxazepin-7-yl)amino)pyrimidine-5-carboxamide methyl-3,4-dichloro-5-nitrobenzoate COC(C1=CC(=C(C(=C1)[N+](=O)[O-])Cl)Cl)=O.C1(CC1)NC1=NC(=NC=C1C(=O)N)NC1=CC2=C(OC[C@H](CN2)OC)C=C1